C(C)(C)(C)OC(NC1=CSC=C1Br)=O (4-bromothiophen-3-yl)carbamic acid tert-butyl ester